N-hydroxy-2-(6-(((4-oxo-2-phenyl-4H-benzopyran-3-yl)oxy)methyl)2-azaspiro[3.3]heptane-2-yl)pyrimidine-5-carboxamide ONC(=O)C=1C=NC(=NC1)N1CC2(C1)CC(C2)COC2=C(OC1=C(C2=O)C=CC=C1)C1=CC=CC=C1